COC1=C(C=CC=C1OC)C1=CC(C=2C(=C3C=CC(OC3=CC2)(C)C)O1)=O 2-(2,3-dimethoxyphenyl)-8,8-dimethyl-4H,8H-pyrano[2,3-f]chromen-4-one